(S)-2-{[7-(6-fluoropyridin-2-ylmethoxy)benzo[d][1,3]dioxol-4-yl]methylamino}propanamide FC1=CC=CC(=N1)COC1=CC=C(C2=C1OCO2)CN[C@H](C(=O)N)C